(S)-quinuclidin-3-yl (5-(3-chloro-4-methoxyphenyl)-2,2-dimethyl-2,3-dihydro-1H-inden-1-yl)carbamat ClC=1C=C(C=CC1OC)C=1C=C2CC(C(C2=CC1)NC(O[C@@H]1CN2CCC1CC2)=O)(C)C